N-(5-(2-(5,7-dihydro-6H-pyrrolo[3,4-d]pyrimidin-6-yl)acetamido)-2-methylpyridin-3-yl)-7-(1-methyl-1H-pyrazol-4-yl)-[1,2,4]triazolo[4,3-a]pyridine-3-carboxamide N1=CN=CC2=C1CN(C2)CC(=O)NC=2C=C(C(=NC2)C)NC(=O)C2=NN=C1N2C=CC(=C1)C=1C=NN(C1)C